BrC1=CC=2C3=C(C=NC2C=C1F)N(C(C31CC(C1)C1=NC(=CC=C1)OC)=O)C 8'-Bromo-7'-fluoro-3-(6-methoxypyridin-2-yl)-3'-methylspiro[cyclobutane-1,1'-pyrrolo[2,3-c]quinolin]-2'(3'H)-one